ClC1=CC=C2C(=CNC2=C1)S(=O)(=O)NC1=NC(=C(C(=N1)C1CC1)OCC(F)F)OC 6-chloro-N-[4-cyclopropyl-5-(2,2-difluoroethoxy)-6-methoxy-pyrimidin-2-yl]-1H-indole-3-sulfonic acid amide